FC1=C(C(=O)N[C@@H](CN2CCC3(C(CN(C3)C)C3=CC=C(C=C3)F)CC2)C(C)C)C=C(C=C1)C(F)(F)F 2-fluoro-N-((2R)-1-(4-(4-fluorophenyl)-2-methyl-2,8-diazaspiro[4.5]decan-8-yl)-3-methylbutan-2-yl)-5-(trifluoromethyl)benzamide